C1(CC1)C=1C=CC(=NC1)C(C)N1N=CC2=C(C=CC=C12)C#CC 1-(1-(5-cyclopropylpyridin-2-yl)ethyl)-4-(propane-1-yn-1-yl)-1H-indazole